N-(Triethylammoniumsulfonyl)carbamic acid methyl ester COC(NS(=O)(=O)[N+](CC)(CC)CC)=O